3-METHYLTHIOPROPIONALDEHYDE CCCC=S